4-[(4-bromo-2,6-difluorophenyl)amino]-2-[(6-methoxy-2-methyl-1,2,3,4-tetrahydroisoquinolin-7-yl)amino]pyrimidine-5-carboxamide BrC1=CC(=C(C(=C1)F)NC1=NC(=NC=C1C(=O)N)NC1=C(C=C2CCN(CC2=C1)C)OC)F